BrC=1C(=NC(=NC1\N=C/NC1COCCC1)SC)N1CC2CCC(C1)N2C(=O)OC(C)(C)C tert-butyl 3-{5-bromo-2-(methylsulfanyl)-6-[(Z)-({[oxan-3-yl] amino} methylidene)amino] pyrimidin-4-yl}-3,8-diazabicyclo[3.2.1]octane-8-carboxylate